ClC1=CC(=C(C(=O)N2C[C@H](N(CC2)C=2C=CC(=NC2C(=O)NCCNC)C=2C(=NC=CC2)OCC)CC)C=C1)C#N 5-[(2R)-4-(4-chloro-2-cyanobenzoyl)-2-ethylpiperazin-1-yl]-2'-ethoxy-N-[2-(methylamino)ethyl]-[2,3'-bipyridine]-6-carboxamide